C1=CC=C(C2=CC=CC=C12)O 4-Naphthol